C=1(C(=CC=CC1)C(=O)NNC(=O)C=1C(=CC=CC1)C)C ditoluoyl-hydrazine